6-fluoro-N,N-dimethylpyrazolo[1,5-a]pyrimidin-5-amine FC=1C(=NC=2N(C1)N=CC2)N(C)C